FC(C1=NN=C(S1)N1C(N(C2=C1C=CC(=C2)F)CC)=O)F 1-[5-(difluoromethyl)-1,3,4-thiadiazol-2-yl]-3-ethyl-5-fluoro-benzoimidazol-2-one